NC1=NC(=C(C=C1C1=CC=C2C(NC(=NC2=C1)C(F)(F)F)=O)C1=CC=C(C=C1)N1CCN(CC1)C(C)C)F 7-(2-amino-6-fluoro-5-(4-(4-isopropylpiperazin-1-yl)phenyl)pyridin-3-yl)-2-(trifluoromethyl)quinazolin-4(3H)-one